(3R,4R)-1-cyclohexyl-4-{[5-(2,4-difluoro-phenyl)-isoxazole-3-carbonyl]-amino}-piperidine-3-carboxylic acid (2-ethoxy-ethyl)-methyl-amide C(C)OCCN(C(=O)[C@@H]1CN(CC[C@H]1NC(=O)C1=NOC(=C1)C1=C(C=C(C=C1)F)F)C1CCCCC1)C